tert-butyl (3-amino-3-methyl-butyl)carbamate NC(CCNC(OC(C)(C)C)=O)(C)C